ClC=1C=C(C(=NC1)OC)S(=O)(=O)NC1=NC=C(C(=C1F)C=1C=CC=2N(C1)C=NC2C=2N(C=CN2)COCC[Si](C)(C)C)F 5-chloro-N-[3,5-difluoro-4-[1-(1-[[2-(trimethylsilyl)ethoxy]methyl]imidazol-2-yl)imidazo[1,5-a]pyridin-6-yl]pyridin-2-yl]-2-methoxypyridine-3-sulfonamide